heptadecan-9-yl 4-((3-(dodecyloxy)-3-oxopropyl)thio)-2-((1-methylpiperidin-4-yl)carbamoyl)butanoate C(CCCCCCCCCCC)OC(CCSCCC(C(=O)OC(CCCCCCCC)CCCCCCCC)C(NC1CCN(CC1)C)=O)=O